2λ6-thia-3,9,11,19,24-pentaazatetracyclo[18.3.1.05,10.011,15]tetracosa-1(23),5,7,9,20(24),21-hexaene-2,2,4-trione C=12S(NC(C3=CC=CN=C3N3CCCC3CCCNC(C=CC1)=N2)=O)(=O)=O